ClC1=C(C=C(C=C1)CCN[C@@H]([C@H]1CNC2=C(N1)N=CC=C2)C2=CC=CC=C2)[C@H](C(=O)O)C |o1:27| (R or S)-2-(2-chloro-5-(2-(((R)-phenyl((R)-1,2,3,4-tetrahydropyrido[2,3-b]pyrazin-3-yl)methyl)amino)ethyl)phenyl)propanoic acid